4'-bromo-10'-(4-(hydroxymethyl)piperidin-1-yl)-5'H-spiro[cyclohexane-1,7'-indolo[1,2-a]quinazolin]-5'-one BrC=1C=2C(N=C3N(C2C=CC1)C1=CC(=CC=C1C31CCCCC1)N1CCC(CC1)CO)=O